ClC1=C(C=C2C=NNC2=C1)NC1=NC=C(C=C1)F 6-chloro-N-(5-fluoro-2-pyridinyl)-1H-indazol-5-amine